[C@@H]12COC[C@@H](CC1)C2NC2=C1C(=C(N=N2)C2=C(C=C(C=C2C)C)OC)C=NC=C1 N-((1R,5S,8s)-3-oxabicyclo[3.2.1]octan-8-yl)-4-(2-methoxy-4,6-dimethylphenyl)pyrido[3,4-d]pyridazin-1-amine